(S)-N-cyano-2-(2-hydroxypropan-2-yl)-N'-(tricyclo[6.2.0.03,6]deca-1,3(6),7-trien-2-ylcarbamoyl)thiazole-5-sulfonimidamide C(#N)N[S@@](=O)(=NC(NC1=C2CCC2=CC=2CCC12)=O)C1=CN=C(S1)C(C)(C)O